1-({3,4-difluoro-2-[(2-fluoro-4-iodophenyl)amino]phenyl}carbonyl)-3-{[(3-hydroxypropyl)amino]methyl}azetidin-3-ol acetate salt C(C)(=O)O.FC=1C(=C(C=CC1F)C(=O)N1CC(C1)(O)CNCCCO)NC1=C(C=C(C=C1)I)F